6-chloro-5-methoxy-1-(1-(methoxymethyl)-1H-pyrazol-4-yl)-2-methyl-1H-indole-3-carboxylic acid ClC1=C(C=C2C(=C(N(C2=C1)C=1C=NN(C1)COC)C)C(=O)O)OC